butyl 4-((4-(sec-butyl)phenyl)carbamoyl)piperazine-1-carboxylate C(C)(CC)C1=CC=C(C=C1)NC(=O)N1CCN(CC1)C(=O)OCCCC